(2-[(DIISOPROPYLAMINO)CARBONYL]-3-METHOXYPHENYL)BORONIC ACID C(C)(C)N(C(=O)C1=C(C=CC=C1OC)B(O)O)C(C)C